(R*)-(7-fluoro-11H-benzo[2,3][1,4]dioxepino[6,5-b]pyridin-11-yl)methanamine FC1=CC2=C(O[C@@H](C3=NC=CC=C3O2)CN)C=C1 |o1:6|